N1(N=NC=C1)C[C@@H]1C[C@H](CN1C#N)NC(=O)C1=NOC(=N1)C1=C(C=CC(=C1)OC(F)(F)F)C1CC1 N-((3r,5s)-5-((1H-1,2,3-triazol-1-yl)methyl)-1-cyanopyrrolidin-3-yl)-5-(2-cyclopropyl-5-(trifluoromethoxy)phenyl)-1,2,4-oxadiazole-3-carboxamide